3,4-diacetyloxy-phenyl-L-alanine sodium salt [Na+].C(C)(=O)OC=1C=C(C=CC1OC(C)=O)N[C@@H](C)C(=O)[O-]